FC(CC(=O)N1C(CCC1=O)=O)(F)F 1-(3,3,3-trifluoropropionyl)pyrrolidine-2,5-dione